N1CCCCC12CC1(CCCCC1)CC(C2)=O Azadispiro[5.1.5.3]hexadecan-15-one